9-oxo-10-phosphaphenanthrene-10-oxide O=C1C2=CC=CC=C2C=2C=CC=CC2P1=O